isopropyl-cumyl hydroperoxide C(C)(C)CC(C)(C1=CC=CC=C1)OO